C(#N)C=1C=NN2C1C(=CC(=C2)C=2N=NN(C2)CCOC)C=2C=CC(=NC2)N2CCN(CC2)C(=O)O 4-(5-(3-cyano-6-(1-(2-methoxyethyl)-1H-1,2,3-triazol-4-yl)pyrazolo[1,5-a]Pyridin-4-yl)pyridin-2-yl)piperazine-1-carboxylic acid